4,4'-di-tert-butyl-[2,2']bipyridine C(C)(C)(C)C1=CC(=NC=C1)C1=NC=CC(=C1)C(C)(C)C